[N+](=O)([O-])C1=CC=C(C=C1)C=1C(=C(C=CC1)[N+](=O)[O-])C1=CC=C(C=C1)OC 4-nitrophenyl-(4-methoxyphenyl)nitro-benzene